1-(3-amino-4-chlorobenzoyl)-4-Methoxypyrrolidine-2-carboxamide NC=1C=C(C(=O)N2C(CC(C2)OC)C(=O)N)C=CC1Cl